C(C)N(C=C)CC=CC(=O)OC N-ethyl-N-vinyl-(methoxycarbonyl)allylamine